tert-Butyl (2-aminopyridin-3-yl)(methyl)carbamate NC1=NC=CC=C1N(C(OC(C)(C)C)=O)C